2-((Diphenylmethylene)amino)-2-(pyrazin-2-yl)acetic acid methyl ester COC(C(C1=NC=CN=C1)N=C(C1=CC=CC=C1)C1=CC=CC=C1)=O